C(#N)C=1C=CC(=C(C1)C1=C(C=NC(=C1)C)C(=O)NC=1SC=2C(=NC=C(N2)[C@@H]2COCCC2)N1)OC |r| (Racemic)-4-(5-cyano-2-methoxyphenyl)-6-methyl-N-[6-(oxan-3-yl)-[1,3]thiazolo[4,5-b]pyrazin-2-yl]pyridine-3-carboxamide